1-[4-[1-[(3S)-3-(1,2,4-Triazol-4-yl)pyrrolidine-1-carbonyl]azetidin-3-yl]phenyl]cyclopropanecarbonitrile N=1N=CN(C1)[C@@H]1CN(CC1)C(=O)N1CC(C1)C1=CC=C(C=C1)C1(CC1)C#N